C(C)(=O)C=1C=NC=CC1NC(=O)[C@@H]1CO[C@](C[C@H]1C1=C(C=C(C=C1)F)OC)(C(F)(F)F)C (3S,4R,6R)-N-(3-acetylpyridin-4-yl)-4-(4-fluoro-2-methoxyphenyl)-6-methyl-6-(trifluoromethyl)tetrahydro-2H-pyran-3-carboxamide